The molecule is an abietane diterpenoid having the skeleton of abietane with double bonds at C-7 and C-13 and a hydroxy function at C-18. It derives from a hydride of an abieta-7,13-diene. CC(C)C1=CC2=CC[C@H]3[C@](CCC[C@@]3([C@H]2CC1)C)(C)CO